4-(4-((4-((1-cyclopropyl-3-(3-fluorophenyl)-1H-pyrazol-4-yl)oxy)pyridin-2-yl)amino)pyridin-2-yl)tetrahydro-2H-pyran-4-ol C1(CC1)N1N=C(C(=C1)OC1=CC(=NC=C1)NC1=CC(=NC=C1)C1(CCOCC1)O)C1=CC(=CC=C1)F